COC(=O)C1=CC(N(C2=CC=CC=C12)C)=O 1-methyl-2-oxo-1,2-dihydroquinoline-4-carboxylic acid methyl ester